C1(NCC2C1CCC2)C(=O)O octahydro-cyclopenta[c]pyrrole-1-carboxylic acid